7-{3-[(5-methyl-1,3-thiazol-2-yl)carbamoyl]azetidin-1-yl}-4-oxo-1-(1,2,4-thiadiazol-5-yl)-1,4-dihydro-1,8-naphthyridine-3-carboxylic acid ethyl ester C(C)OC(=O)C1=CN(C2=NC(=CC=C2C1=O)N1CC(C1)C(NC=1SC(=CN1)C)=O)C1=NC=NS1